C1(CCCC1)OC1=C(C=CC=C1F)CN (2-(cyclopentyloxy)-3-fluorophenyl)methylamine